ClC=1C=C(C=CC1)C1=NC(=CC=C1C(O)C1CC1)N1C=NC2=C1C=C(C(=C2)OC)OC (2-(3-chlorophenyl)-6-(5,6-dimethoxy-1H-benzo[d]imidazol-1-yl)pyridin-3-yl)(cyclopropyl)methanol